ClC1=C(C=CC=C1)N1C=2N(C3=C(C1=S)C=NC(=N3)NC3=CC=C(C=C3)N3CCN(CC3)C)C=CN2 6-(2-chlorophenyl)-2-{[4-(4-methylpiperazin-1-yl)phenyl]amino}imidazo[1,2-a]pyrimido[5,4-e]pyrimidine-5(6H)-thione